FC1=CC=C(C=C1)N(C(=O)N1CCC2(CC(OC2=O)=O)CC1)C N-(4-fluorophenyl)-N-methyl-1,3-dioxo-2-oxa-8-azaspiro[4.5]decane-8-carboxamide